C1(CC1)S(=O)(=O)N1N=CC(=C1)C1=NC=CC(=N1)NC1=NC=C(C(=C1)NC1CCC(CC1)O)C#CC=1SC(=CC1)CN1CCOCC1 (1s,4s)-4-((2-((2-(1-(Cyclopropylsulfonyl)-1H-pyrazol-4-yl)pyrimidin-4-yl)amino)-5-((5-(morpholinomethyl)thiophen-2-yl)ethynyl)pyridin-4-yl)amino)cyclohexan-1-ol